3-bromo-2-(4-tert-butylphenyl)-5-phenylthiophene BrC1=C(SC(=C1)C1=CC=CC=C1)C1=CC=C(C=C1)C(C)(C)C